1H-1,2,3-triazolo[4,5-b]pyrazine N1N=NC=2C1=NC=CN2